tert-Butyl ((4-methoxyphenyl)sulfonyl)-L-isoleucinate COC1=CC=C(C=C1)S(=O)(=O)N[C@@H]([C@@H](C)CC)C(=O)OC(C)(C)C